C(C1=CC=CC=C1)C1=NOC(N1CC1CCCCC1)=O 3-benzyl-4-(cyclohexylmethyl)-4,5-dihydro-1,2,4-oxadiazol-5-one